O1C=CC2=NC(=CC=C21)O[C@@H]2C[C@@H](N(C2)CC2=CN=C(S2)NC(C)=O)C N-(5-(((2S,4R)-4-(furo[3,2-b]pyridin-5-yloxy)-2-methylpyrrolidin-1-yl)methyl)thiazol-2-yl)acetamide